C1(CC1)CN1N=C2C=CC(=CC2=C1)[N+](=O)[O-] 2-(cyclopropylmethyl)-5-nitro-2H-indazole